C1(CC1)C1=NC=NC(=C1C=1N=CC2=C(N1)C(=CN2S(=O)(=O)C2=CC=C(C=C2)C)CC2=CC=C(C=C2)C=2N(C=C(N2)C(F)(F)F)C)OC 2-(4-cyclopropyl-6-methoxy-pyrimidin-5-yl)-7-[[4-[1-methyl-4-(trifluoromethyl)imidazol-2-yl]phenyl]methyl]-5-(p-tolylsulfonyl)pyrrolo[3,2-d]pyrimidine